C1(CCCCC1)N(C(OC=1C2=CC=CC=C2C=C2C=CC=CC12)=O)C1CCCCC1 9-anthracenyl N,N-dicyclohexylcarbamate